8-bromo-2,6-dichloro-3-(2,2,2-trifluoroethyl)quinazolin-4(3H)-one BrC=1C=C(C=C2C(N(C(=NC12)Cl)CC(F)(F)F)=O)Cl